C1(CC1)OC1=CC2=C(CN(CCC2)C2=CC(=C(C(=C2)C)C(C(=O)N)C(C)(C)C)C)C=C1F (4-(7-Cyclopropoxy-8-fluoro-1,3,4,5-tetrahydro-2H-benzo[c]azepin-2-yl)-2,6-dimethylphenyl)-3,3-dimethylbutyramide